6-((1-Acetylpiperidin-4-yl)amino)-2-(3-(3,4-dihydroisoquinolin-2(1H)-yl)-2-hydroxypropaneyl)-7-fluoro-3,4-dihydroisoquinolin-1(2H)-one C(C)(=O)N1CCC(CC1)NC=1C=C2CCN(C(C2=CC1F)=O)CC(CN1CC2=CC=CC=C2CC1)O